FC1(CCC(CC1)NC(C1=C(C=C(C=C1)[C@H](C)NC=1N=CC2=C(N1)N(C(C=C2)=O)CC(C)(C)C)F)=O)F N-(4,4-Difluorocyclohexyl)-4-[(1S)-1-{[8-(2,2-dimethyl-propyl)-7-oxo-7,8-dihydropyrido[2,3-d]pyrimidin-2-yl]amino}ethyl]-2-fluorobenzamid